[Si](C1=CC=CC=C1)(C1=CC=CC=C1)(C(C)(C)C)OCC1CCC(CC1)CN1CCC(CC1)C1=CC=C2C(C=3N(C=4C=CC=C(C4C(N3)=O)Cl)C2=C1)(C)C 10-(1-(((1r,4r)-4-(((tert-butyldiphenylsilyl)oxy)methyl)cyclohexyl)methyl)piperidin-4-yl)-4-chloro-7,7-dimethylindolo[1,2-a]quinazolin-5(7H)-one